tert-butyl 2-(hydroxymethyl)-4-methyl-1H-indole-1-carboxylate OCC=1N(C2=CC=CC(=C2C1)C)C(=O)OC(C)(C)C